octadecyl 3,5-bis(1,1-dimethylethyl)-4-hydroxyphenylpropionate CC(C)(C)C=1C=C(C=C(C1O)C(C)(C)C)C(C(=O)OCCCCCCCCCCCCCCCCCC)C